ClC=1C=CC(=C(CNCCN2CCN(CC2)C(=O)OCCCC)C1)OCC butyl 4-(2-((5-chloro-2-ethoxybenzyl)amino)ethyl)piperazine-1-carboxylate